C1(=CC=C(C=C1)C=1OC2=C(N1)C=C(C=C2)N)C=2OC1=C(N2)C=C(C=C1)N 2,2'-p-phenylenebis(5-aminobenzoxazole)